C1CCC2=CC(=CC=C12)C(C(=O)O)NC(=N)N 5-indanyl-guanidinoacetic acid